CC(CCCCCCOC(=O)[C@H]1N(C[C@H](C1)O)CCCCCCC(C(=O)OC(CCCCCCCC)CCCCCC)(C)C)(C(OCCCCCCCCCCC)=O)C.FC(C(C(C(C([SiH3])(F)F)(F)F)(F)F)(F)F)(CCC(F)(F)F)F tridecafluoro-n-octyl-silane (7,7-dimethyl-8-oxo-8-undecoxy-octyl)(2S,4S)-1-[8-(1-hexylnonoxy)-7,7-dimethyl-8-oxo-octyl]-4-hydroxy-pyrrolidine-2-carboxylate